2-bromo-1-(2-chlorophenyl)ethane BrCCC1=C(C=CC=C1)Cl